O.[OH-].[Mg+2].[OH-] magnesium hydroxide, hydrate